C(C1=CC=CC=C1)N(C(C(N)=O)=O)CC=1C=NC=CC1 N'-benzyl-N'-(3-pyridylmethyl)oxamide